OCC1=CC(=NN1)NC=1C2=C(N=C(N1)NC1CC3CCCC(C1)N3CCC#N)SC=C2 3-((3-Exo)-3-((4-((5-(hydroxymethyl)-1H-pyrazol-3-yl)amino)thieno[2,3-d]pyrimidin-2-yl)amino)-9-azabicyclo[3.3.1]nonan-9-yl)propionitrile